dimethylaminopropyl-methacrylamide hydrochloric acid salt Cl.CN(C)CCCC=C(C(=O)N)C